1-(1-Methyl-6-(4,4,5,5-tetramethyl-1,3,2-dioxaborolan-2-yl)-1H-indazol-3-yl)dihydropyrimidine-2,4(1H,3H)-dione CN1N=C(C2=CC=C(C=C12)B1OC(C(O1)(C)C)(C)C)N1C(NC(CC1)=O)=O